CN1[C@H]2COC[C@@H]1CC(C2)OC2=CC=C(C=C2)NC2=NC=CC(=N2)NC=2C=NC1=CC=CC=C1C2 2-(p-{(1R,5S,7r)-9-methyl-3-oxa-9-azabicyclo[3.3.1]non-7-yloxy}phenylamino)-4-(3-quinolylamino)pyrimidine